O(CCOCC(=O)O)CCOCC(=O)O ((oxybis(ethane-2,1-diyl))Bis(oxy))diacetic acid